2-amino-1,3,4-selenadiazole NC=1[Se]C=NN1